CN(CCCCNC(O[C@@H]1CC[C@H](CC1)C(N(C[C@@H]1CC[C@H](CC1)C1=CC(=C(C=C1)OC)C)C1=CC(=CC=C1)C=1C=NN(C1)C1CC1)=O)=O)C trans-4-((3-(1-Cyclopropyl-1H-pyrazol-4-yl)phenyl)((trans-4-(4-methoxy-3-methylphenyl)cyclohexyl)methyl)carbamoyl)cyclohexyl (4-(dimethylamino)-butyl)carbamate